4-(5-(1-(but-2-ynyl)pyrrolidin-2-yl)pyrrolo[1,2-c]pyrimidin-7-yl)-3-fluoro-N-(pyridin-2-yl)benzamide ethyl-(E)-4-(4-oxocyclohexyl)but-2-enoate C(C)OC(\C=C\CC1CCC(CC1)=O)=O.C(C#CC)N1C(CCC1)C=1C=C(N2C=NC=CC21)C2=C(C=C(C(=O)NC1=NC=CC=C1)C=C2)F